3,5-dihydroxy-4'-methoxytolan OC=1C=C(C=C(C1)O)C#CC1=CC=C(C=C1)OC